C(CCCCCCC)(=O)OCC(C)(COC(CCCCCCC)=O)C Neopentyl Glycol Dioctanoate